FC=1C=C(C=CC1F)C(CC(=O)OCC)(C)O Ethyl 3-(3,4-difluorophenyl)-3-hydroxybutanoate